1,2-didodecylglycero-3-phospho-glycerol C(CCCCCCCCCCC)OCC(OCCCCCCCCCCCC)COP(=O)(O)OCC(O)CO